(6-amino-5-((1'-(piperidin-4-ylmethyl)-[1,4'-bipiperidin]-4-yl)amino)pyridazin-3-yl)phenol NC1=C(C=C(N=N1)C1=C(C=CC=C1)O)NC1CCN(CC1)C1CCN(CC1)CC1CCNCC1